2-((difluoromethyl)thio)-N-((2-(trifluoromethyl)pyridin-3-yl)methyl)pyrido[2,3-d]pyrimidin-4-amine FC(SC=1N=C(C2=C(N1)N=CC=C2)NCC=2C(=NC=CC2)C(F)(F)F)F